ethyl 4-((4-fluoro-2-methylphenyl)amino)-2-(trifluoromethyl)pyrimidine-5-carboxylate FC1=CC(=C(C=C1)NC1=NC(=NC=C1C(=O)OCC)C(F)(F)F)C